(3S)-3-(2-(5-(2-(azetidin-1-yl)ethyl)-2-oxopyridin-1(2H)-yl)-4-methylpentanamido)-3-(4'-fluoro-2',6'-dimethyl-[1,1'-biphenyl]-3-yl)propanoic acid N1(CCC1)CCC=1C=CC(N(C1)C(C(=O)N[C@@H](CC(=O)O)C=1C=C(C=CC1)C1=C(C=C(C=C1C)F)C)CC(C)C)=O